FC=1C=C(C(=O)NO)C=C(C1CN1N=NN=C1C1=NC=C(C=C1)C(F)(F)F)F 3,5-difluoro-4-[[5-[5-(trifluoromethyl)-2-pyridinyl]tetrazol-1-yl]methyl]benzohydroxamic acid